2-chloro-N1-(4-fluorophenyl)-N1,5-dimethylbenzene-1,3-diamine ClC1=C(C=C(C=C1N)C)N(C)C1=CC=C(C=C1)F